C(C)N1CCC(CC1)NC(=O)C=1N=C(SC1)C=1C=NN(C1)C1=CC=C(C=C1)F N-(1-ethylpiperidin-4-yl)-2-[1-(4-fluorophenyl)-1H-pyrazol-4-yl]-1,3-thiazole-4-carboxamide